6-(difluoromethyl)-6-hydroxy-2-(1-((2-(trimethylsilyl)ethoxy)methyl)-1H-pyrazol-4-yl)-6,7,8,9-tetrahydro-4H-thieno[2,3-c]Chromen-4-one FC(C1(CCCC=2C3=C(C(OC12)=O)SC(=C3)C=3C=NN(C3)COCC[Si](C)(C)C)O)F